ClC=1C(=C(C=C2C=C(N=CC12)NC(NC1CCOCC1)=O)C1=C(C2=C(OCCN2C(=O)OC(C)(C)C)N=C1)C)F tert-Butyl 7-[8-chloro-7-fluoro-3-(tetrahydropyran-4-ylcarbamoylamino)-6-isoquinolyl]-8-methyl-2,3-dihydropyrido[2,3-b][1,4]oxazine-1-carboxylate